1-(methoxy-d3)-5-(piperazin-1-ylsulfonyl)isoquinoline C(OC1=NC=CC2=C(C=CC=C12)S(=O)(=O)N1CCNCC1)([2H])([2H])[2H]